octafluoro-isobutene FC(C(=C(F)F)C(F)(F)F)(F)F